The molecule is an inorganic sodium salt that has chlorate as the counter-ion. An oxidising agent, it is used for bleaching paper and as a herbicide. It is also used in the manufacture of dyes, explosives and matches. It has a role as a herbicide. It is an inorganic sodium salt and a chlorate salt. [O-]Cl(=O)=O.[Na+]